N-(5-Chloro-6-(2H-1,2,3-triazol-2-yl)pyridin-3-yl)-1-(1-(1-ethoxyethyl)isochinolin-4-yl)-5-(trifluoromethyl)-1H-pyrazol-4-carboxamid ClC=1C=C(C=NC1N1N=CC=N1)NC(=O)C=1C=NN(C1C(F)(F)F)C1=CN=C(C2=CC=CC=C12)C(C)OCC